FC=1C=NN(C1)C1=CC=C(C=N1)[C@@H](C)NC(=O)C1(CCC(CC1)C1=NC(=CC(=N1)C)NC1=NNC(=C1)C)OC (1R,4S)-N-((S)-1-(6-(4-fluoro-1H-pyrazol-1-yl)pyridin-3-yl)ethyl)-1-methoxy-4-(4-methyl-6-((5-methyl-1H-pyrazol-3-yl)amino)pyrimidin-2-yl)cyclohexanecarboxamide